CC1(OB(OC1(C)C)C1=C(C=CC=C1)[C@@H](C)NC(OC(C)(C)C)=O)C tert-butyl {(1R)-1-[2-(4,4,5,5-tetramethyl-1,3,2-dioxaborolan-2-yl)phenyl]ethyl}carbamate